2-oxo-2-[rac-(5S)-5-methyl-2-(1-methylindazol-4-yl)-1-piperidyl]acetamide O=C(C(=O)N)N1C(CC[C@@H](C1)C)C1=C2C=NN(C2=CC=C1)C |r|